FC=1C=C(C=CC1F)N1C(N(C(C1)C#N)C1=CN=CC2=CC=CC=C12)=O 1-(3,4-difluorophenyl)-3-(isoquinolin-4-yl)-2-oxoimidazolidine-4-carbonitrile